BrC=1C=C(C=NC1Cl)C(=O)OC methyl 5-bromo-6-chloro-pyridine-3-carboxylate